nonafluoro-2-hexanone FC(C(C(C(C(F)(F)F)=O)(F)F)(F)F)(C)F